C(C1=CC=CC=C1)OC(=O)N[C@H]1CN(C[C@@H](C1)O)C1=NC2=C(N1C)C=CC(=C2)C2=CCCCN2C(=O)OC(C)(C)C tert-Butyl 6-(2-((3R,5R)-3-(((benzyloxy)carbonyl)amino)-5-hydroxypiperidin-1-yl)-1-methyl-1H-benzo[d]imidazol-5-yl)-3,4-dihydropyridine-1(2H)-carboxylate